2-chloro-4-nitrophenol ClC1=C(C=CC(=C1)[N+](=O)[O-])O